2-(4,6-dichloro-2-(4-((cyclopropylmethyl)sulfonyl)benzyl)-1H-benzo[d]imidazol-5-yl)benzonitrile ClC1=C(C(=CC=2NC(=NC21)CC2=CC=C(C=C2)S(=O)(=O)CC2CC2)Cl)C2=C(C#N)C=CC=C2